C(C)(=O)C=1C(NC2=CC=CC=C2C1C1=CC=CC=C1)=O 3-acetyl-4-phenyl-1,2-dihydroquinolin-2-one